Methyl 2-((5-(6-((4-cyano-2-fluorobenzyl) oxy) pyridin-2-yl)-[1,1'-biphenyl]-2-yl) methyl)-1-(2-methoxyethyl)-1H-benzo[d]imidazole-6-carboxylate C(#N)C1=CC(=C(COC2=CC=CC(=N2)C=2C=CC(=C(C2)C2=CC=CC=C2)CC2=NC3=C(N2CCOC)C=C(C=C3)C(=O)OC)C=C1)F